hydroxymethyl-pyrrolidin-1-ium OC[NH+]1CCCC1